2,3-dihydro-1H-indene-4-carboxylate C1CCC=2C(=CC=CC12)C(=O)[O-]